2-{5-(9,9-dimethylfluoren-2-yl)-4'-phenyl-1,1'-biphenyl-3-yl}-4,6-diphenyl-1,3,5-triazine CC1(C2=CC=CC=C2C=2C=CC(=CC12)C=1C=C(C=C(C1)C1=CC=C(C=C1)C1=CC=CC=C1)C1=NC(=NC(=N1)C1=CC=CC=C1)C1=CC=CC=C1)C